C(C1=CC=CC=C1)OC1=C(C=CC=C1)C1CCC(CO1)O 6-[2-(benzyloxy)phenyl]oxan-3-ol